FC=1C=2N(C=CC1)N=C(C2)[C@H]2N(CCC1=C2N=CN1)C=1OC(=NN1)C1=NC=CC=C1F (S)-2-(4-(4-fluoropyrazolo[1,5-a]pyridin-2-yl)-1,4,6,7-tetrahydro-5H-imidazo[4,5-c]pyridin-5-yl)-5-(3-fluoropyridin-2-yl)-1,3,4-oxadiazole